CO[C@H]1C[C@H](C1)C(=O)NC1=CNC2=CC=C(C=C12)O[C@@H]1C[C@H](C1)C1=CC=C(C=C1)C(F)(F)F cis-3-methoxy-N-(5-(trans-3-(4-(trifluoromethyl)phenyl)cyclobutoxy)-1H-indol-3-yl)cyclobutane-1-carboxamide